NCCCC[C@@H](C(COC1=C(C=CC=C1F)F)=O)NC(C1=CC(=NC=C1)F)=O (S)-N-(7-amino-1-(2,6-difluorophenoxy)-2-oxohept-3-yl)-2-fluoroisonicotinamide